ClC=1C(=CC(=NC1)NC1CCC(CC1)NC(CO[C@H](C(=O)OCC)C)C)C1=NC(=CC=C1)NCC1(CCOCC1)C#N ethyl (2S)-2-(2-(((1r,4S)-4-((5'-chloro-6-(((4-cyanotetrahydro-2H-pyran-4-yl)methyl)amino)-[2,4'-bipyridin]-2'-yl)amino)cyclohexyl)amino)propoxy)propanoate